ClC1=C(C=C(C=C1)N1C(=CC=C1C)C)C1(CCC1)O 1-(2-chloro-5-(2,5-dimethyl-1H-pyrrol-1-yl)phenyl)cyclobutan-1-ol